SC1CC(CC(C1)S)S 1,3,5-trimercaptocyclohexane